(R)-2-amino-2-(4-(1-cyclopropyl-1H-1,2,3-triazol-4-yl)-3-fluorophenyl)-4,4-dimethylpentanoate N[C@](C(=O)[O-])(CC(C)(C)C)C1=CC(=C(C=C1)C=1N=NN(C1)C1CC1)F